C(C=C)C1CN(C=2C=C(C=C3C2N1C(=N3)NC(=O)C3=CC(=NN3CC)C)C(=O)N)C 4-allyl-2-(1-ethyl-3-methyl-1H-pyrazole-5-carboxamido)-6-methyl-5,6-dihydro-4H-imidazo[1,5,4-de]Quinoxaline-8-carboxamide